ClC1=C(C=CC=C1)C(CSC#N)=O 1-(2-chlorophenyl)-2-thiocyanoethane-1-one